2-(2-(3-oxa-6-azabicyclo[3.1.1]heptan-6-yl)-6-methoxybenzo[d]thiazole-7-carboxamido)-4-fluorobenzoic acid C12COCC(N1C=1SC3=C(N1)C=CC(=C3C(=O)NC3=C(C(=O)O)C=CC(=C3)F)OC)C2